2,2-dimethylhexahydro-4,7-epoxy[1,3]dioxolo[4,5-d]oxepin-8-amine CC1(OC2C(C(C3OCC2O3)N)O1)C